C(C)[C@]1(C(OCC=2C(N3CC=4C(=NC=5C=C(C(=C6C5C4[C@H](CC6)NC(CO)=O)C)C)C3=CC21)=O)=O)O N-((1S,9S)-9-ethyl-9-hydroxy-4,5-dimethyl-10,13-dioxo-2,3,9,10,13,15-hexahydro-1H,12H-benzo[de]pyrano[3',4':6,7]indolizino[1,2-b]quinolin-1-yl)-2-hydroxyacetamide